rac-2-bromo-1-((1R,4R)-1-methyl-2-oxabicyclo[2.2.1]hept-4-yl)ethan-1-one tert-butyl-4-[(2S)-2-[(8-nitroquinazolin-4-yl)amino]propyl]piperazine-1-carboxylate C(C)(C)(C)OC(=O)N1CCN(CC1)C[C@H](C)NC1=NC=NC2=C(C=CC=C12)[N+](=O)[O-].BrCC(=O)[C@]12CO[C@](CC1)(C2)C |&1:34,37|